N1(N=NN=C1)C[C@H](C)OC=1C=C(C=CC1Cl)C=1C=NC(=NC1)NC=1C(=NN(C1)C1CCC(CC1)N1C[C@@H](O[C@@H](C1)C)C)OCCC(C)OC 5-(3-(((S)-1-(1H-tetrazol-1-yl)propan-2-yl)oxy)-4-chlorophenyl)-N-(1-((1r,4r)-4-((2S,6R)-2,6-dimethylmorpholino)cyclohexyl)-3-(3-methoxybutoxy)-1H-pyrazol-4-yl)pyrimidin-2-amine